ClC=1C=C(C(=NC1)C)NC(\C=C\C1=C(C=C2C(=N1)NN=C2C#C)F)=O (E)-N-(5-Chloro-2-methylpyridin-3-yl)-3-(3-ethynyl-5-fluoro-1H-pyrazolo[3,4-b]pyridin-6-yl)acrylamide